1-(7,8-dichloro-3,4-dihydropyrazolo[1,5-a:4,3-c']dipyridin-2(1H)-yl)-2-hydroxyethan-1-one ClC1=C(C=CC=2N1N=C1C2CN(CC1)C(CO)=O)Cl